ClP(Cl)(Cl)=O trichlorophosphine oxide